C(C)(C)(C)OC(=O)N1C(CC2=CC=CC=C12)C(=O)O 1-(tert-butoxycarbonyl)indoline-2-carboxylic acid